Ethyl 2-(2,6-dibromo-4-((5-oxo-4-(4-(trifluoromethoxy)phenyl)-4,5-dihydro-1H-1,2,4-triazol-1-yl)methyl)phenoxy)-2-methylpropionate BrC1=C(OC(C(=O)OCC)(C)C)C(=CC(=C1)CN1N=CN(C1=O)C1=CC=C(C=C1)OC(F)(F)F)Br